6-[[6-[(9aS)-3-(5-methyloxazol-2-yl)-5-oxo-2-(2-tetrahydropyran-4-ylethyl)-1,4,7,8,9,9a-hexahydropyrido[2,3-a]pyrrolizin-4-yl]-2-oxo-1,3-benzoxazol-3-yl]methyl]pyridine-3-carbonitrile CC1=CN=C(O1)C=1C(C2=C([C@@H]3CCCN3C2=O)NC1CCC1CCOCC1)C1=CC2=C(N(C(O2)=O)CC2=CC=C(C=N2)C#N)C=C1